tert-butyl (2'-chloro-2,5-difluoro-[3,4'-bipyridin]-3'-yl)carbamate ClC1=NC=CC(=C1NC(OC(C)(C)C)=O)C=1C(=NC=C(C1)F)F